6,6-bis(4-bromophenyl)fulvene BrC1=CC=C(C=C1)C(=C1C=CC=C1)C1=CC=C(C=C1)Br